1-(5-tert-Butyl-1,3,4-thiadiazol-2-yl)-3-(2-(5-hydroxy-1H-indole-2-carbonyl)-1H-indol-5-yl)urea C(C)(C)(C)C1=NN=C(S1)NC(=O)NC=1C=C2C=C(NC2=CC1)C(=O)C=1NC2=CC=C(C=C2C1)O